2-bromo-4-((1,1-difluoro-2-((tetrahydro-2H-pyran-2-yl)oxy)ethyl)thio)benzonitrile BrC1=C(C#N)C=CC(=C1)SC(COC1OCCCC1)(F)F